1-cyanomethyl-2-phenylimidazole C(#N)CN1C(=NC=C1)C1=CC=CC=C1